2-trichloromethyl-5-(4-chlorostyryl)-1,3,4-oxadiazole ClC(C=1OC(=NN1)C=CC1=CC=C(C=C1)Cl)(Cl)Cl